4-nitro-3-((2,3-dimethoxy-3-oxopropyl)amino)benzoic acid tert-butyl ester C(C)(C)(C)OC(C1=CC(=C(C=C1)[N+](=O)[O-])NCC(C(=O)OC)OC)=O